tert-butyl ((3R,5R)-5-fluoro-1-(1-methyl-5-nitro-6-(prop-1-en-2-yl)-1H-benzo[d]imidazol-2-yl)piperidin-3-yl)carbamate F[C@@H]1C[C@H](CN(C1)C1=NC2=C(N1C)C=C(C(=C2)[N+](=O)[O-])C(=C)C)NC(OC(C)(C)C)=O